N1N=C(N=C1)C1=CC=C(C=C1)N1C(N(CC=2C1=NC(=NC2)NCC(F)F)C2=CC=C(C=C2)OC)=O 1-(4-(1H-1,2,4-triazol-3-yl)phenyl)-7-((2,2-difluoroethyl)amino)-3-(4-methoxyphenyl)-3,4-dihydropyrimido[4,5-d]pyrimidin-2(1H)-one